BrC=1C=C(C=CC1)C(C#N)(COC)COC 2-(3-bromophenyl)-3-methoxy-2-(methoxymethyl)propanenitrile